NC=1SC(=C(C1C(=O)OC)C)C(CC1=C(C=C(C=C1)C)C)=O methyl 2-amino-5-[(2,4-dimethyl-phenyl)acetyl]-4-methylthiophene-3-carboxylate